C1=CC=C(C=2OC3=C(C21)C=CC=C3)NC(C3=C(C=C(C=C3)I)N3CCC2(CC2)CC3)=O N-(dibenzo[b,d]furan-4-yl)-4-iodo-2-(6-Azaspiro[2.5]octan-6-yl)benzamide